(((4-(cyclohexyloxy)-2,3,5,6-tetrafluorophenoxy)methyl)sulfonyl)-5,5-dimethyl-4,5-dihydroisoxazole C1(CCCCC1)OC1=C(C(=C(OCS(=O)(=O)C2=NOC(C2)(C)C)C(=C1F)F)F)F